4-chloro-4,5-dihydroimidazo[1,5-a]quinoxaline-7-carboxylic acid methyl ester COC(=O)C=1C=C2NC(C=3N(C2=CC1)C=NC3)Cl